3-((7-(3-methylisoxazol-4-yl)-4-oxoquinazolin-3(4H)-yl)methyl)-N-((tetrahydro-2H-pyran-4-yl)methyl)benzamide CC1=NOC=C1C1=CC=C2C(N(C=NC2=C1)CC=1C=C(C(=O)NCC2CCOCC2)C=CC1)=O